ClC=1C=C(C=CC1OC)C1=CCC(CC1)=O 3'-chloro-4'-methoxy-5,6-dihydro-[1,1'-biphenyl]-4(3H)-one